1-(4-(4-(6-(Benzyloxy)-5,7-difluoro-1H-indazol-1-yl)phenyl)-5,6-dihydropyridin-1(2H)-yl)ethanone C(C1=CC=CC=C1)OC1=C(C=C2C=NN(C2=C1F)C1=CC=C(C=C1)C1=CCN(CC1)C(C)=O)F